FC=1C(=NC=C(C1)F)CNC(=O)C=1N=C(OC1)N1CCC(CC1)N1C[C@@H](CCC1)C N-[(3,5-difluoropyridin-2-yl)methyl]-2-[(3R)-3-methyl-[1,4'-bipiperidin]-1'-yl]-1,3-oxazol-4-carboxamide